The molecule is a 1-phosphatidyl-1D-myo-inositol in which the phosphatidyl acyl groups at positions 1 and 2 are specified as (8Z,11Z,14Z,17Z)-icosatetraenoyl and (11Z)-icosenoyl respectively. It has a role as a human metabolite. It derives from an (11Z)-icos-11-enoic acid and an all-cis-8,11,14,17-icosatetraenoic acid. CCCCCCCC/C=C\\CCCCCCCCCC(=O)O[C@H](COC(=O)CCCCCC/C=C\\C/C=C\\C/C=C\\C/C=C\\CC)COP(=O)(O)OC1[C@@H]([C@H](C([C@H]([C@H]1O)O)O)O)O